(1r,3s,5s)-3-((7-chloro-1,6-naphthyridin-5-yl) amino)-8-azabicyclo[3.2.1]octane-8-carboxylate ClC1=NC(=C2C=CC=NC2=C1)NC1C[C@H]2CC[C@@H](C1)N2C(=O)[O-]